CNC1=NC=C2C#CC=3N=CC=C(OCC(COC=4C=CC=C(NC=5N=CC1=C2C5)N4)(C)C)C3 N,10,10-trimethyl-8,12-dioxa-2,16,22,26,30-pentaazapentacyclo[18.6.2.1^{3,7}.1^{13,17}.0^{24,28}]triaconta-1(27),3,5,7(30),13,15,17(29),20,22,24(28),25-undecaen-18-yn-23-amine